difluoroethyl trifluoroethyl ether FC(COCC(F)F)(F)F